6-(4-benzyloxy-phenyl)-2-methyl-benzimidazole-1,4-dicarboxylic acid 1-tert-butyl ester 4-methyl ester COC(=O)C1=CC(=CC=2N(C(=NC21)C)C(=O)OC(C)(C)C)C2=CC=C(C=C2)OCC2=CC=CC=C2